NC1=NC2=CC=C(C=C2C(=C1)CO[Si](C)(C)C(C)(C)C)C(=O)O 2-amino-4-(((tert-butyldimethylsilyl)oxy)methyl)quinoline-6-carboxylic acid